2,3-dihydro-1-benzofuran-7-sulfonamide O1CCC2=C1C(=CC=C2)S(=O)(=O)N